6-amino-5-methoxy-N-methylpyridine-2-carboxamide NC1=C(C=CC(=N1)C(=O)NC)OC